BrC1=C2C=C(N(C(C2=CC(=C1)C)=O)C)N1CCC(CC1)(C)C 5-bromo-3-(4,4-dimethylpiperidin-1-yl)-2,7-dimethylisoquinolin-1(2H)-one